COCC(=O)N1CCN(CC1)C1=CC(=NC=C1)NC=1SC2=NC(=CC=C2N1)C=1C=NC=NC1 2-methoxy-1-(4-(2-((5-(pyrimidin-5-yl)thiazolo-[5,4-b]pyridin-2-yl)-amino)pyridin-4-yl)-piperazin-1-yl)ethanone